3-[(6-methyl-3-pyridyl)methylamino]-7,8-dihydro-5H-1,6-naphthyridin CC1=CC=C(C=N1)CNC=1C=NC=2CCNCC2C1